COC(CCOC(C(C)OC1=C(C=C(C(=C1)N1C(N(C(N(C1=O)C)=S)C)=O)F)Cl)=O)=O 2-(2-chloro-5-(3,5-dimethyl-2,6-dioxo-4-thioxo-1,3,5-triazin-1-yl)-4-fluorophenoxy)propionic acid 3-methoxy-3-oxopropyl ester